3-hydroxy-9-(7-chloro-1-tetralone) hydrazone OC1CC(C2=CC(=CC=C2C1)Cl)=NN